[Cl-].ClC=1C=C(C[N+](C)(C)CCCCCCCCCCCC)C=CC1Cl (3,4-dichlorobenzyl)-dodecyl-dimethyl-ammonium chloride